6-{[3-(3-chloro-2-methylphenyl)-1-(prop-2-enoyl)pyrrolidin-3-yl]amino}-2,3,3-trimethylisoindol-1-one ClC=1C(=C(C=CC1)C1(CN(CC1)C(C=C)=O)NC1=CC=C2C(N(C(C2=C1)=O)C)(C)C)C